3,4-dimethyl-1-((3-methylisoxazol-5-yl)methyl)-2-oxo-N-(2,4,6-trifluorobenzyl)-1,2,3,4-tetrahydroquinazoline-7-carboxamide CN1C(N(C2=CC(=CC=C2C1C)C(=O)NCC1=C(C=C(C=C1F)F)F)CC1=CC(=NO1)C)=O